2,2'-dimethyl-2,2'-diaminobiphenyl CC1(C(C=CC=C1)=C1C(C=CC=C1)(N)C)N